6-((2-(3,4-difluorophenyl)-7-glycyl-8,8-dimethyl-5,6,7,8-tetrahydroimidazo[1,2-a]pyrazin-3-yl)amino)-3-fluoropicolinonitrile FC=1C=C(C=CC1F)C=1N=C2N(CCN(C2(C)C)C(CN)=O)C1NC1=CC=C(C(=N1)C#N)F